butyl (S)-2-((R)-1-hydroxyethyl)azetidine-1-carboxylate O[C@H](C)[C@H]1N(CC1)C(=O)OCCCC